[6-[3-(1-hydroxycyclopropyl)-1,2,4-triazol-1-yl]-2-azaspiro[3.3]heptan-2-yl]-[6-[[2-methyl-5-(trifluoromethyl)pyrazol-3-yl]methyl]-2-azaspiro[3.3]heptan-2-yl]methanone OC1(CC1)C1=NN(C=N1)C1CC2(CN(C2)C(=O)N2CC3(C2)CC(C3)CC=3N(N=C(C3)C(F)(F)F)C)C1